BrC1=NC=C(C(=O)N(C)OC)C=C1 6-bromo-N-methoxy-N-methylnicotinamide